(S)-3-Fluoro-2-((R)-3-methylmorpholin-4-yl)-9-oxazol-4-ylmethyl-8-trifluoromethyl-6,7,8,9-tetrahydro-pyrimido[1,2-a]-pyrimidin-4-one FC1=C(N=C2N(C1=O)CC[C@H](N2CC=2N=COC2)C(F)(F)F)N2[C@@H](COCC2)C